C1(CCCCCCC1)C(NC(=O)C=1C(=NOC1)C)C1=NC2=C(N1)C=C(C=C2OC)CN2CCNCC2 N-{cyclooctyl-[4-methoxy-6-(piperazin-1-ylmethyl)-1H-benzoimidazol-2-yl]methyl}-3-methylisoxazole-4-carboxamide